6-(4-(2-(3-(3-amino-6-(2-hydroxyphenyl)pyridazin-4-yl)-3,8-diazabicyclo[3.2.1]octan-8-yl)pyrimidin-5-yl)piperidin-1-yl)spiro[3.3]heptane-2-carboxylic acid NC=1N=NC(=CC1N1CC2CCC(C1)N2C2=NC=C(C=N2)C2CCN(CC2)C2CC1(CC(C1)C(=O)O)C2)C2=C(C=CC=C2)O